N-((2-(4-(7-chloro-1-methyl-2,3-dioxo-2,3-dihydropyrido[2,3-b]pyrazin-4(1H)-yl)piperidin-1-yl)pyrimidin-5-yl)methyl)-N-methylcyclopropanecarboxamide ClC1=CC2=C(N(C(C(N2C)=O)=O)C2CCN(CC2)C2=NC=C(C=N2)CN(C(=O)C2CC2)C)N=C1